(-)-4-{3-[(3S*,4R*)-4-(2,6-Difluoro-4-methoxyphenyl)-2-oxopyrrolidin-3-yl]ureido}-N-methylbenzamide FC1=C(C(=CC(=C1)OC)F)[C@H]1[C@@H](C(NC1)=O)NC(NC1=CC=C(C(=O)NC)C=C1)=O |o1:10,11|